6,6-dihydroxypentacen-13-one OC1(C=2C=C3C=CC=CC3=CC2C(C2=CC3=CC=CC=C3C=C12)=O)O